7-((S)-sec-butoxy)-N-(1-(cis-2-fluorocyclopropyl)-2-oxo-1,2-dihydropyridin-3-yl)-2-(1-methyl-2-oxabicyclo[2.1.1]hexan-4-yl)imidazo[1,2-a]pyrimidine-6-carboxamide [C@H](C)(CC)OC1=NC=2N(C=C1C(=O)NC=1C(N(C=CC1)[C@H]1[C@H](C1)F)=O)C=C(N2)C21COC(C2)(C1)C